6-chloro-8-(6-methoxypyridin-3-yl)-3-methyl-2-(trifluoromethyl)pyrimido[5,4-d]pyrimidin-4(3H)-one ClC=1N=C(C=2N=C(N(C(C2N1)=O)C)C(F)(F)F)C=1C=NC(=CC1)OC